(R)-N-(1-(9H-purin-6-yl)piperidine-3-yl)acrylamide mesylate S(C)(=O)(=O)O.N1=CN=C2NC=NC2=C1N1C[C@@H](CCC1)NC(C=C)=O